C(C)(C)(C)N(C(O)=O)CCOCCNC1=NC=CC(=N1)C1=C(N=C(S1)C(C)(C)C)C1=C(C(=CC=C1)NS(=O)(=O)C1=C(C=CC=C1F)F)F.N(C(C(C(NCCCCNCCCN)([2H])[2H])([2H])[2H])([2H])[2H])([2H])[2H] spermine-d8 tert-butyl-(2-(2-((4-(2-(tert-butyl)-4-(3-((2,6-difluorophenyl)sulfonamido)-2-fluorophenyl)thiazol-5-yl)pyrimidin-2-yl)amino)ethoxy)ethyl)carbamate